methyl 2-(4-fluorophenyl)-7-methyl-1H-indole-3-carboxylate FC1=CC=C(C=C1)C=1NC2=C(C=CC=C2C1C(=O)OC)C